FC1=C(C=CC(=C1)OC1=CC=CC=C1)C1=NC=C2N1C(=NC=C2)N(CC2=CC=C(C=C2)OC)CC2=CC=C(C=C2)OC 3-(2-fluoro-4-phenoxyphenyl)-N,N-bis(4-methoxybenzyl)imidazo[1,5-c]pyrimidin-5-amine